N-(4'-amino-[1,1'-biphenyl]-4-yl)-8-(2-(2,6-dioxopiperidin-3-yl)-1-oxoisoindolin-4-yl)oct-7-ynamide TFA salt OC(=O)C(F)(F)F.NC1=CC=C(C=C1)C1=CC=C(C=C1)NC(CCCCCC#CC1=C2CN(C(C2=CC=C1)=O)C1C(NC(CC1)=O)=O)=O